(S)-N1-(1-(2-(bicyclo[2.1.1]hexan-1-ylamino)-2-oxoethyl)-2-oxo-1,2-dihydropyridin-3-yl)-N6-ethyl-2-(2,6-naphthyridine-1-carboxamido)-5-oxohexanediamide C12(CCC(C1)C2)NC(CN2C(C(=CC=C2)NC([C@H](CCC(C(=O)NCC)=O)NC(=O)C2=NC=CC1=CN=CC=C21)=O)=O)=O